2-(2,4,5-tribromo-1H-imidazol-1-yl)ethane-1-ol BrC=1N(C(=C(N1)Br)Br)CCO